C(CCC\C=C/C\C=C/C\C=C/C\C=C/CCCCC)(=O)OC([C@@H](N)CO)=O seryl arachidonate